C(C)(C)(C)OC(=O)N1C(C(N(CC1)C1=CC(=C(C=C1)N)O)=O)(C)C 4-(4-amino-3-hydroxy-phenyl)-2,2-dimethyl-3-oxo-piperazine-1-carboxylic acid tert-butyl ester